2-chloro-N-(3-((6-((3,4-dimethoxybenzyl)amino)pyrimidin-4-yl)oxy)phenyl)acetamide ClCC(=O)NC1=CC(=CC=C1)OC1=NC=NC(=C1)NCC1=CC(=C(C=C1)OC)OC